CCCCCCCCCCCCCCCCCCCCCCCC(=O)SCCNC(=O)CCNC(=O)[C@@H](C(C)(C)COP(=O)([O-])OP(=O)([O-])OC[C@@H]1[C@H]([C@H]([C@@H](O1)N2C=NC3=C(N=CN=C32)N)O)OP(=O)([O-])[O-])O The molecule is a saturated fatty acyl-CoA(4-) oxoanion arising from deprotonation of the phosphate and diphosphate OH groups of tetracosanoyl-CoA. The major species at pH 7.3. It is a saturated fatty acyl-CoA(4-), a very long-chain acyl-CoA(4-) and a 3-substituted propionyl-CoA(4-). It is a conjugate base of a tetracosanoyl-CoA.